N2-(2-(1-(Cyclopropylsulfonyl)-1H-pyrazol-4-yl)pyrimidin-4-yl)-N4-(4,4-difluorocyclohexyl)-5-(1-(difluoromethyl)-1H-pyrazol-3-yl)pyridine-2,4-diamine C1(CC1)S(=O)(=O)N1N=CC(=C1)C1=NC=CC(=N1)NC1=NC=C(C(=C1)NC1CCC(CC1)(F)F)C1=NN(C=C1)C(F)F